CCC(CC)NC(=O)C1=NNC(=C1)C=1C=C(C=CC1)C=1OC(=CN1)C(=O)N[C@@H](C(=O)OCC)C1=CC=CC=C1 (R)-ethyl 2-(2-(3-(3-(pentan-3-ylcarbamoyl)-1H-pyrazol-5-yl)phenyl)oxazole-5-carboxamido)-2-phenylacetate